COC(=O)NC1=C(C=CC=C1)C(C(=O)OC)C methyl 2-(2-((methoxy carbonyl)amino)phenyl)propanoate